chloro-4-(hydroxymethyl)-6-methylnicotinonitrile ClC1=C(C#N)C(=CC(=N1)C)CO